1-((3-((3R,5R)-5-(3,5-difluorophenyl)tetra-hydrofuran-3-yl)-1,2,4-oxadiazol-5-yl)methyl)-7-methyl-1,7-dihydro-6H-purin-6-one FC=1C=C(C=C(C1)F)[C@H]1C[C@@H](CO1)C1=NOC(=N1)CN1C=NC=2N=CN(C2C1=O)C